NC1=NC=CC=C1C1=NC=2C(=NC(=CC2)C2=CC=CC=C2)N1C1=CC=C(C=C1)C1CN(C1)CC1CCC(CC1)C(=O)O (1s,4s)-4-((3-(4-(2-(2-aminopyridin-3-yl)-5-phenyl-3H-imidazo[4,5-b]pyridin-3-yl)phenyl)azetidin-1-yl)methyl)cyclohexane-1-carboxylic acid